OCCOCC=1C=C(C=CC1N1CCN(CC1)C1COC1)NC1=CCCC(N1C1=NC(=CC(=C1)O)C(C)(C)O)CC=C 6-((3-(((2-Hydroxyethyl)oxy)methyl)-4-(4-(oxetan-3-yl)piperazin-1-yl)phenyl)Amino)-1-(4-hydroxy-6-(2-hydroxyprop-2-yl)pyridin-2-yl)-2-(prop-2-enyl)-2,3-dihydro-1H-pyridine